3-cyanooxetane-3-carboxylic acid C(#N)C1(COC1)C(=O)O